NC([C@H](CCC(=O)OC(C)(C)C)N1C(C2=CC(=C(C=C2C1)B1OC(C(O1)(C)C)(C)C)C)=O)=O tert-butyl (S)-5-amino-4-(6-methyl-1-oxo-5-(4,4,5,5-tetramethyl-1,3,2-dioxaborolan-2-yl)isoindolin-2-yl)-5-oxopentanoate